(2E)-3-(3-fluorophenyl)prop-2-enal FC=1C=C(C=CC1)/C=C/C=O